4-(2-chloropyrimidin-5-yl)-6-methoxypyrazolo[1,5-a]pyridine ClC1=NC=C(C=N1)C=1C=2N(C=C(C1)OC)N=CC2